Isopropyl-2-(1H-indol-3-yl)-2-methylpropan-1-amine C(C)(C)C(C(C)(C)C1=CNC2=CC=CC=C12)N